Ethyl 1-(6-(2-cyclopropylethyl)-5-iodopyrazin-2-yl)piperidine-4-carboxylate C1(CC1)CCC1=C(N=CC(=N1)N1CCC(CC1)C(=O)OCC)I